C1(=CC=C(C=C1)C)OC1=CC=C(C=C1)C cresylether